N-[(6-Amino-5-benzyloxy-2-pyridyl)sulfonyl]-2-(2,6-dimethylphenoxy)-6-(3-fluoro-5-isobutoxyphenyl)pyridin-3-carboxamid NC1=C(C=CC(=N1)S(=O)(=O)NC(=O)C=1C(=NC(=CC1)C1=CC(=CC(=C1)OCC(C)C)F)OC1=C(C=CC=C1C)C)OCC1=CC=CC=C1